OC1=CC=C(C=C1)C(CC)C(CC)C1=CC=C(C=C1)O 3,4-Bis(4-hydroxyphenyl)-hexan